3-(1H-pyrazol-1-yl)-1,2,4-thiadiazol-5-amine N1(N=CC=C1)C1=NSC(=N1)N